FC=1C=C(C=CC1)[C@H]1N(CC[C@H](C1)NC)C(=O)N1CCC(CC1)CN1C=NC(=CC1=O)C1=CC=CC=C1 3-((1-((2S,4R)-2-(3-Fluorophenyl)-4-(methylamino)piperidine-1-carbonyl)piperidin-4-yl)methyl)-6-phenylpyrimidin-4(3H)-one